CN1C(=C(C=2C1=NC=CN2)C(=O)N2CC(CCC2)COC=2C(=NC=CC2)C(F)(F)F)C2=CC=CC=C2 (5-Methyl-6-phenyl-5H-pyrrolo[2,3-b]pyrazin-7-yl)(3-(((2-(trifluoromethyl)pyridin-3-yl)oxy)methyl)piperidin-1-yl)methanone